C1C2N(CCN1)CC(CC2)N2CCOCC2 4-(2,3,4,6,7,8,9,9a-octahydro-1H-pyrido[1,2-a]pyrazin-7-yl)morpholine